C(CCC)C1=C(N)C=CC=C1 2-butyl-aniline